C(C)OC1=C(OC2=CC=CC(=N2)C2=CN=CC(=N2)NC2=NC=CC(=N2)N2C[C@@H](CCC2)C(=O)O)C=CC=C1 (R)-1-(2-((6-(6-(2-ethoxyphenoxy)pyridin-2-yl)pyrazin-2-yl)amino)pyrimidin-4-yl)piperidine-3-carboxylic acid